ClC=1C=C(C(=NC1)C=O)COC1OCCCC1 5-Chloro-3-(((tetrahydro-2H-pyran-2-yl)oxy)methyl)pyridinecarboxaldehyde